3-(2-chloro-3-fluorophenoxy)-N-(3-(N,S-dimethylsulfonimidoyl)phenyl)-6-(trifluoromethyl)pyridazine-4-carboxamide ClC1=C(OC=2N=NC(=CC2C(=O)NC2=CC(=CC=C2)S(=O)(=NC)C)C(F)(F)F)C=CC=C1F